C(C)NB(Br)NCC bis(ethylamino)bromoborane